tert-Butyl 4-(4-(1-(3-ethoxy-3-oxopropyl)ureido)naphthalen-1-yl)piperazine-1-carboxylate C(C)OC(CCN(C(=O)N)C1=CC=C(C2=CC=CC=C12)N1CCN(CC1)C(=O)OC(C)(C)C)=O